[2-amino-4-(trifluoromethoxy)phenyl]-[4-[2-[1,1-dioxothiolan-3-yl]-3H-imidazo[4,5-b]pyridin-7-yl]-1-piperidyl]methanone NC1=C(C=CC(=C1)OC(F)(F)F)C(=O)N1CCC(CC1)C1=C2C(=NC=C1)NC(=N2)C2CS(CC2)(=O)=O